O=C1N(C=CC(N1)=O)[C@@H]1O[C@@H]([C@H]([C@H]1NC(OCCCCCCCCCCCCCCCC)=O)O)CO Hexadecyl ((2R,3R,4S,5R)-2-(2,4-dioxo-3,4-dihydropyrimidin-1(2H)-yl)-4-hydroxy-5-(hydroxymethyl)tetrahydrofuran-3-yl)carbamate